Cl.CSCCN1CCNCC1 1-[2-(methylsulfanyl)ethyl]Piperazine hydrochloride